n-octadecyl-dimethyl-benzyl-ammonium chloride [Cl-].C(CCCCCCCCCCCCCCCCC)[N+](CC1=CC=CC=C1)(C)C